4-piperazinediacetic acid N1(CCN(CC1)CC(=O)O)CC(=O)O